acrylic acid 5-phenylpentyl ester C1(=CC=CC=C1)CCCCCOC(C=C)=O